((pentanoyloxy)methyl)propane-1,3-diyl bis(hex-5-ynoate) C(CCCC#C)(=O)OCCC(COC(CCCC)=O)OC(CCCC#C)=O